(2S)-2-AMINO-2-(6-FORMYL(3-PYRIDYL))PROPANOIC ACID N[C@@](C(=O)O)(C)C=1C=NC(=CC1)C=O